zirconium butanol C(CCC)O.[Zr]